C(C#C)NC1=C(C=C(C(=O)OC)C=C1)OC(F)(F)F methyl 4-(prop-2-yn-1-ylamino)-3-(trifluoromethoxy)benzoate